2-(2-aminoethylamino)ethanesulfonic acid NCCNCCS(=O)(=O)O